1-(4-bromophenyl)octane BrC1=CC=C(C=C1)CCCCCCCC